ClC1=CC=C(C=C1)[C@@H]1COC2=C(O1)C=CC=C2C2CCN(CC2)C(=O)OC(C)(C)C tert-butyl (R)-4-(2-(4-chlorophenyl)-2,3-dihydrobenzo[b][1,4]dioxin-5-yl)piperidine-1-carboxylate